5-Methyl-N-(6-((4-methylpiperazin-1-yl)methyl)chinolin-2-yl)-1-(o-tolyl)-1H-1,2,3-triazol-4-carboxamid CC1=C(N=NN1C1=C(C=CC=C1)C)C(=O)NC1=NC2=CC=C(C=C2C=C1)CN1CCN(CC1)C